ClC1=CC=C(C(=O)O)C=C1.CN(C1CC2=C(OC3=C2C=C(C=C3)NC(=O)C3=CN=NC=C3)CC1)C N-(N,N-dimethyl-1,2,3,4-tetrahydro-2-aminodibenzo-fur-8-yl)pyridazine-4-carboxamide 4-chlorobenzoate